FC=1C=CC2=C(N=C(O2)C2CCN(CC2)C2=C(C(N(C3=CC=CC=C23)C)=O)C#N)C1 4-[4-(5-fluoro-1,3-benzooxazol-2-yl)piperidin-1-yl]-1-methyl-2-oxo-1,2-dihydroquinoline-3-carbonitrile